4-[({[[2-Chloro-5-[2'-methyl-5'-(pentafluoroethyl)-4'-(trifluoromethyl)-2'H-[1,3'-bipyrazol]-4-yl]benzoyl](1-cyanocyclopropyl)amino]methoxy}carbonyl)oxy]cyclohexane-1-carboxylic acid ClC1=C(C(=O)N(C2(CC2)C#N)COC(=O)OC2CCC(CC2)C(=O)O)C=C(C=C1)C=1C=NN(C1)C=1N(N=C(C1C(F)(F)F)C(C(F)(F)F)(F)F)C